3-[(tert-butoxycarbonyl)amino]propanoate C(C)(C)(C)OC(=O)NCCC(=O)[O-]